(S)-N-(2-(4-(cyclopropanesulfonamido)pyridin-2-yl)-4-methoxybutan-2-yl)-5-(6-ethoxypyrazin-2-yl)thiazole-2-carboxamide C1(CC1)S(=O)(=O)NC1=CC(=NC=C1)[C@](C)(CCOC)NC(=O)C=1SC(=CN1)C1=NC(=CN=C1)OCC